O=C(CCOC[C@H](C)NC1=C(C(NN=C1)=O)C(F)(F)F)N1CCN(CC1)C1=NC=C(C=N1)C1C(C1(F)F)(F)F (S)-5-((1-(3-oxo-3-(4-(5-(2,2,3,3-tetrafluorocyclopropyl)pyrimidin-2-yl)piperazin-1-yl)propoxy)propan-2-yl)amino)-4-(trifluoromethyl)pyridazin-3(2H)-one